N-cyclohexyl-N-ethyl-3-[2-(trans-4-ethylcyclohexyl)-3H-imidazo[4,5-b]pyridin-3-yl]propanamide C1(CCCCC1)N(C(CCN1C(=NC=2C1=NC=CC2)[C@@H]2CC[C@H](CC2)CC)=O)CC